FC(S(=O)(=O)OC=1CCOC(C1)C=1C=NN(C1)C1CCC1)(F)F [6-(1-cyclobutylpyrazol-4-yl)-3,6-dihydro-2H-pyran-4-yl] trifluoromethane-sulfonate